ClC1=CC(=C(C=C1)[C@@]1(OC2=C(C=CC=C2C=C1F)C1CCN(CC1)CC1=NC=2C(=NC(=CC2)C(=O)O)N1C[C@@H](O)CC)[2H])F 2-((4-((S)-2-(4-chloro-2-fluorophenyl)-3-fluoro-2H-chromen-8-yl-2-d)piperidin-1-yl)methyl)-3-(((S)-oxabutan-2-yl)methyl)-3H-imidazo[4,5-b]pyridine-5-carboxylic acid